CC1OC=2C=C(C=CC2C=2C=NC(=CC21)NC=2C=C(C=NC2)N2C(N(CC2)CC2=CC=C(C=C2)NC(OC(C)(C)C)=O)=O)N2C(CCC2)=O tert-butyl (4-((3-(5-((5-methyl-8-(2-oxopyrrolidin-1-yl)-5H-chromeno[4,3-c]pyridin-3-yl)amino)pyridin-3-yl)-2-oxoimidazolidin-1-yl)methyl)phenyl)carbamate